C([C@@H](O)CC(=O)O)(=O)O.N1=CC=CC(=C1)C1N(C)CCC1 nicotine-L-malate salt